C1(CC1)N1C=C(C2=CC=CC=C12)C1=NC(=NC=C1)NC=1C=C(C(=CC1OC(F)F)N(C)CCN(C)C)N N4-(4-(1-cyclopropyl-1H-indol-3-yl)pyrimidin-2-yl)-5-(difluoromethoxy)-N1-(2-(dimethylamino)ethyl)-N1-methylbenzene-1,2,4-triamine